(2,4-difluorophenyl)methane FC1=C(C=CC(=C1)F)C